O=C1OC2=C(C(=C1)C(F)(F)F)C=CC(=C2)NC2=CC(=C(C#N)C=C2)C(F)(F)F 4-((2-oxo-4-(trifluoromethyl)-2H-benzopyran-7-yl)amino)-2-(trifluoromethyl)benzonitrile